CCC(C#N)C(=O)C1(N=N1)CC azobutyronitrile